2-FLUORO-6-(TRIFLUOROMETHYL)PYRIDINE-4-BORONIC ACID FC1=NC(=CC(=C1)B(O)O)C(F)(F)F